FC(N1C(=NC=C1)C=O)F 1-(DIFLUOROMETHYL)-1H-IMIDAZOLE-2-CARBALDEHYDE